F[C@H]1[C@H](C1)C(=O)NC=1SC2=C(C1C(=O)OCC)C[C@H](CC2)N2C(=NN=C2)NC=2N(N=C(C2)C(F)(F)F)C ethyl (5S)-2-[[(1R,2R)-2-fluorocyclopropanecarbonyl]amino]-5-[3-[[2-methyl-5-(trifluoromethyl)pyrazol-3-yl]amino]-1,2,4-triazol-4-yl]-4,5,6,7-tetrahydrobenzothiophene-3-carboxylate